C=C(C(=O)[O-])CC1=CC(=C(C(=C1)C(C)(C)C)O)C(C)(C)C methylene-3-(3',5-di-t-butyl-4'-hydroxyphenyl)propionate